6-ethoxy-5-fluoro-N-((6-methoxy-1,2-dimethyl-1H-benzimidazol-7-yl)methyl)nicotinamide C(C)OC1=NC=C(C(=O)NCC2=C(C=CC3=C2N(C(=N3)C)C)OC)C=C1F